1,2-difluoroheptane FCC(CCCCC)F